C(#N)CCN(C([O-])=O)C1=NC=CC=C1.[Cl-].C(CCCCCCCC)[N+]1(CCCC1)CC.C(CCCCCCCC)[N+]1(CCCC1)CC 1-Nonyl-1-ethylpyrrolidinium chlorid (2-cyanoethyl)-(pyridin-2-yl)carbamate